8-bromo-7,10-bis(4-(tert-butyl)phenyl)fluoranthene BrC=1C(=C2C3=CC=CC4=CC=CC(C2=C(C1)C1=CC=C(C=C1)C(C)(C)C)=C43)C4=CC=C(C=C4)C(C)(C)C